C(=C)S(=O)(=O)[O-] VINYLSULFONATE